FC1=C(C=CC=C1C=1C=NN(C1)CC(C)C1=CC=C(C=C1)F)C1=CC=2N(C=C1)N=C(N2)N 7-(2-fluoro-3-(1-(2-(4-fluorophenyl)propyl)-1H-pyrazol-4-yl)phenyl)-[1,2,4]triazolo[1,5-a]pyridin-2-amine